trimethoxy-n-octylsilane CO[Si](CCCCCCCC)(OC)OC